C(CC1=CC=CC=C1)C1(CCNCC1)C=1OC=NN1 2-(4-phenethylpiperidin-4-yl)-1,3,4-oxadiazole